5-(3,4-difluorophenyl)-1-isopropyl-4-oxo-1,4-dihydropyridine-3-carboxylic acid FC=1C=C(C=CC1F)C=1C(C(=CN(C1)C(C)C)C(=O)O)=O